tert-butyl(dimethyl){[6-(4,4,5,5-tetramethyl-1,3,2-dioxaborolan-2-yl)-2,3-dihydro-1H-inden-4-yl]methoxy}silane C(C)(C)(C)[Si](OCC1=C2CCCC2=CC(=C1)B1OC(C(O1)(C)C)(C)C)(C)C